7-chloro-6-fluoroindole-2,3-dione ClC=1C(=CC=C2C(C(NC12)=O)=O)F